CC/C=C\\C/C=C\\C[C@@H]([C@@H](/C=C/C=C/C=C\\C/C=C\\CCC(=O)O)O)O The molecule is a dihydroxydocosahexaenoic acid that is (4Z,7Z,9E,11E,16Z,19Z)-docosahexaenoic acid in which the two hydroxy substituents are located at the 13R- and 14S-positions. It has a role as a human xenobiotic metabolite, an anti-inflammatory agent and a specialised pro-resolving mediator. It is a dihydroxydocosahexaenoic acid and a secondary allylic alcohol. It is a conjugate acid of a (13R,14S)-dihydroxy-(4Z,7Z,9E,11E,16Z,19Z)-docosahexaenoate.